di(m-trifluoromethylphenyl)methylene(cyclopentadienyl)(fluorenyl)zirconium dichloride [Cl-].[Cl-].FC(C=1C=C(C=CC1)C(=[Zr+2](C1=CC=CC=2C3=CC=CC=C3CC12)C1C=CC=C1)C1=CC(=CC=C1)C(F)(F)F)(F)F